N-(3-(1H-imidazol-1-yl)propyl)-2-(5-phenylthiophen-2-yl)acetamide N1(C=NC=C1)CCCNC(CC=1SC(=CC1)C1=CC=CC=C1)=O